CC(C#C)C 3-methyl-1-butyne